(S)-N-(3-(cyanomethyl)-1-(5-methyl-2-((3-methylisothiazol-5-yl)amino)pyrimidin-4-yl)azetidin-3-yl)-2,2-difluorocyclopropane-1-carboxamide C(#N)CC1(CN(C1)C1=NC(=NC=C1C)NC1=CC(=NS1)C)NC(=O)[C@H]1C(C1)(F)F